Tert-butyl-((3R,5R)-1-(2-(1-(cyclopropylmethyl)-6-(3-oxoisoindolin-5-yl)-1H-indol-2-yl)-4-methoxy-3-methylpyrazolo[1,5-a]pyridine-6-carbonyl)-5-fluoropiperidin-3-yl) carbamate C(N)(O[C@H]1C(N(C[C@@H](C1)F)C(=O)C=1C=C(C=2N(C1)N=C(C2C)C=2N(C1=CC(=CC=C1C2)C=2C=C1C(NCC1=CC2)=O)CC2CC2)OC)C(C)(C)C)=O